9-(4-(4-chloro-1-methyl-1H-imidazol-2-yl)benzyl)-2-(2-chlorophenyl)-7-methyl-6-(prop-1-yn-1-yl)-7,9-dihydro-8H-purin-8-imine ClC=1N=C(N(C1)C)C1=CC=C(CN2C3=NC(=NC(=C3N(C2=N)C)C#CC)C2=C(C=CC=C2)Cl)C=C1